(S)-5-(4-((1-(5-(3-cyano-5-fluorophenyl)-4,5-dihydro-1H-pyrazole-1-carbonyl)azetidin-3-yl)oxy)-5-fluoropyridin-2-yl)-1,4-dimethyl-1H-pyrazole-3-carboxamide C(#N)C=1C=C(C=C(C1)F)[C@@H]1CC=NN1C(=O)N1CC(C1)OC1=CC(=NC=C1F)C1=C(C(=NN1C)C(=O)N)C